FC1=C(C(=C(C(=C1[B-](C1=C(C(=C(C(=C1F)F)F)F)F)(C1=C(C(=C(C(=C1F)F)F)F)F)C1=C(C(=C(C(=C1F)F)F)F)F)F)F)F)F.C1(=CC=CC2=CC=CC=C12)C[N+]1=C(C=CC=C1)C#N 1-(naphthylmethyl)-2-cyanopyridinium tetrakis(pentafluorophenyl)borate